CNC1=CC(=CC=C1)NC N1,N3-dimethylbenzene-1,3-diamine